3-amino-1-(trans-2-cyanocyclohexyl)-1H-pyrazole-4-carboxamide NC1=NN(C=C1C(=O)N)[C@H]1[C@@H](CCCC1)C#N